2-(o-chlorophenyl)ethane-1,2-dione ClC1=C(C=CC=C1)C(C=O)=O